3-Fluoro-N-(4-methyl-3-oxo-1-(o-tolyl)-2,3-dihydro-1H-pyrrolo[3,4-c]pyridin-7-yl)-5-(trifluoromethyl)benzamide FC=1C=C(C(=O)NC=2C3=C(C(=NC2)C)C(NC3C3=C(C=CC=C3)C)=O)C=C(C1)C(F)(F)F